C(C=C)(=O)OCCC[Si](OCC)(OCC)OCC γ-acryloxypropyltriethoxysilane